CC1=C(C=2N(C=C1C=1NC3=CC=C(C=C3C1C(C)C)C1CCC(CC1)N1CCOCC1)N=CN2)C 4-(4-(2-(7,8-dimethyl-[1,2,4]triazolo[1,5-a]pyridin-6-yl)-3-isopropyl-1H-indol-5-yl)cyclohexyl)morpholine